N-(4-fluoro-5-((4-methoxy-3H-spiro[furo[3,4-c]pyridin-1,3'-piperidin]-1'-yl)methyl)thiazol-2-yl)acetamide FC=1N=C(SC1CN1CC2(CCC1)OCC=1C(=NC=CC12)OC)NC(C)=O